3-[2-[2-Fluoro-4-(trifluoromethyl)phenyl]ethyl]azetidine FC1=C(C=CC(=C1)C(F)(F)F)CCC1CNC1